2-((4-methylpyridin-2-yl)thio)-1-(4-(5-(trifluoromethyl)-1,2,4-oxadiazol-3-yl)phenyl)ethan-1-one CC1=CC(=NC=C1)SCC(=O)C1=CC=C(C=C1)C1=NOC(=N1)C(F)(F)F